OC(COP(=O)(O)O)COC=C.P(O)(O)(O)=O phosphoric acid mono(2-hydroxy-3-vinyloxypropyl)phosphate